N-(3-morpholinopropyl)imidodisulfuric acid disodium salt [Na+].[Na+].O1CCN(CC1)CCCN(S(=O)(=O)[O-])S(=O)(=O)[O-]